tert-Butyl 5-amino-2-(3-(2,2-dimethyl-4-oxo-3,8,11-trioxa-5-azatridecan-13-yl)-2-oxo-2,3-dihydro-1H-benzo[d]imidazol-1-yl)-5-oxopentanoate NC(CCC(C(=O)OC(C)(C)C)N1C(N(C2=C1C=CC=C2)CCOCCOCCNC(OC(C)(C)C)=O)=O)=O